6-[4-(1H-pyrazol-4-yl)-1,3-benzothiazol-7-yl]pyridazin-3-amine N1N=CC(=C1)C1=CC=C(C2=C1N=CS2)C2=CC=C(N=N2)N